5-(7-bromo-1-fluoro-3,6-dihydroxynaphthalen-2-yl)-1λ6,2,5-thiadiazolidine-1,1,3-trione BrC1=C(C=C2C=C(C(=C(C2=C1)F)N1CC(NS1(=O)=O)=O)O)O